CC1=CC(=C(C=C1)S(=O)(=O)N1[C@@H](CCC1)C(=O)OC(C)(C)C)CCCOCC=O tert-Butyl ((4-methyl-2-(3-(2-oxoethoxy)propyl)phenyl)sulfonyl)-L-prolinate